ClC=1C=C(CNC(=O)[C@]2(C=3C=CC=NC3[C@H](CC2)O)F)C=C(C1)F (5s,8s)-N-(3-chloro-5-fluorobenzyl)-5-fluoro-8-hydroxy-5,6,7,8-tetrahydroquinoline-5-carboxamide